3-(4-bromoanilino)propanoic acid BrC1=CC=C(NCCC(=O)O)C=C1